CC1=NC=2CCCCC2C=C1 5,6,7,8-tetrahydro-2-methylquinoline